CC1=C(OC=2C(N(C=CC2C=2C3=C(C(N(C2)C)=O)NC(=C3)C(=O)NC3CCN(CC3)C)C)=O)C(=CC=C1)C 4-(3-(2,6-dimethylphenoxy)-1-methyl-2-oxo-1,2-dihydropyridin-4-yl)-6-methyl-N-(1-methylpiperidin-4-yl)-7-oxo-6,7-dihydro-1H-pyrrolo[2,3-c]pyridine-2-carboxamide